4-(2-(4-((5-cyclopropyl-3-(2-(trifluoromethoxy)phenyl)isoxazol-4-yl)methoxy)piperidin-1-yl)thiazol-4-yl)benzoic acid C1(CC1)C1=C(C(=NO1)C1=C(C=CC=C1)OC(F)(F)F)COC1CCN(CC1)C=1SC=C(N1)C1=CC=C(C(=O)O)C=C1